propylcyclohexyl-2,3-difluoro-4-ethoxybiphenyl C(CC)C1=C(C(=C(C(=C1C1=CC=CC=C1)F)F)OCC)C1CCCCC1